N-(3-((4-methylpiperazin-1-yl)methyl)-1,2,4-thiadiazol-5-yl)-5-(3-(trifluoromethyl)phenyl)furan-3-carboxamide CN1CCN(CC1)CC1=NSC(=N1)NC(=O)C1=COC(=C1)C1=CC(=CC=C1)C(F)(F)F